benzodioxan O1CCOC2=C1C=CC=C2